trans-3-Indoleacrylic acid N1C=C(C2=CC=CC=C12)/C=C/C(=O)O